R-binaphthol phosphate P(=O)(O)(O)OC=1C(=C2C=CC=CC2=CC1)C1=CC=CC2=CC=CC=C12